N-cyclopropyl-1-[[5-[2,6-dichloro-4-[6-(difluoromethyl)-3,5-dioxo-1,2,4-triazin-2-yl]phenoxy]-2-[(4-methoxyphenyl)methoxy]phenyl]sulfonyl-amino]cyclopropane C1(CC1)N(C1CC1)S(=O)(=O)C1=C(C=CC(=C1)OC1=C(C=C(C=C1Cl)N1N=C(C(NC1=O)=O)C(F)F)Cl)OCC1=CC=C(C=C1)OC